5-fluoro-7-methylquinoxaline-2,3(1H,4H)-dione FC1=C2NC(C(NC2=CC(=C1)C)=O)=O